C(C([2H])([2H])[2H])(ON1C(C2=CC=CC=C2C1=O)=O)([2H])[2H] 2-(Ethoxy-d5)isoindole-1,3-dione